ClC1=C(C=CC(=C1)F)[C@H]1C(=C(NC(=N1)C=1SC=CN1)CN1C[C@@H]2N(CC1)C(N(C2)C2=CC=C(C=C2)CCC(=O)O)=O)C(=O)OC 3-(4-((S)-7-(((R)-6-(2-chloro-4-fluorophenyl)-5-(methoxycarbonyl)-2-(thiazol-2-yl)-3,6-dihydropyrimidin-4-yl)methyl)-3-oxo-hexahydroimidazo[1,5-a]pyrazin-2(3H)-yl)phenyl)propionic acid